di-tert-butyl ((5-(6-chloro-1-(4-fluoro-2-methylphenyl)-4-oxo-1,4-dihydroquinazolin-3(2H)-yl)-6-methyl-2-oxopyridin-1(2H)-yl)methyl) phosphate P(=O)(OC(C)(C)C)(OC(C)(C)C)OCN1C(C=CC(=C1C)N1CN(C2=CC=C(C=C2C1=O)Cl)C1=C(C=C(C=C1)F)C)=O